NC1=C(C=2C(=NC(=C(N2)C=2SC=CN2)C)N1C1=C(C(=CC=C1C)O)C)C(=O)N 6-amino-5-(3-hydroxy-2,6-dimethyl-phenyl)-3-methyl-2-thiazol-2-yl-pyrrolo[2,3-b]pyrazine-7-carboxamide